(6-(2-chloro-5-fluorophenyl)-2-methyl-3-((methylsulfonyl)methyl)-8-oxo-2,6,7,8-tetrahydropyrrolo[3,4-g]indazol-5-yl)-3-fluoro-5-(trifluoromethyl)benzamide ClC1=C(C=C(C=C1)F)C1NC(C2=C1C(=CC1=C(N(N=C21)C)CS(=O)(=O)C)C2=C(C(=O)N)C=C(C=C2F)C(F)(F)F)=O